4-(heptafluoroisopropyl)toluene FC(C(C(F)(F)F)(C1=CC=C(C)C=C1)F)(F)F